N,N'-bis(aminopropyl)cadaverine NCCCNCCCCCNCCCN